C(C)(C)(C)OC(=O)N1C(N(C(C=C1)=O)C(=O)OC(C)(C)C)=O.FC(C1=CC=NC2=CC=CC=C12)F 4-difluoromethyl-quinoline di-tert-Butyl-2,4-dioxopyrimidine-1,3(2H,4H)-dicarboxylate